FC=1C=C(CC2=NC=CC(=C2)N2N=C(C(=C2)C(=O)OCC)C)C=C(C1)C(F)(F)F ethyl 1-(2-(3-fluoro-5-(trifluoromethyl)benzyl)pyridin-4-yl)-3-methyl-1H-pyrazole-4-carboxylate